2-amino-4-(4-chlorothiophene-2-yl)thiazole NC=1SC=C(N1)C=1SC=C(C1)Cl